CC1=NN=C(S1)NC(=O)C=1SC=C(C1)[C@@H]1[C@H](C1)NCC1CCOCC1 N-(5-methyl-1,3,4-thiadiazol-2-yl)-4-((1R,2S)-2-((tetrahydro-2H-pyran-4-ylmethyl)-amino)cyclopropyl)-thiophene-2-carboxamide